O=C1N(C(C2=CC=CC=C12)=O)C1CC(CC1)(O)CNC(=O)N1[C@H](C2=CC=CC=C2CC1)C1=CC=C(C=C1)F (1S)-N-((3-(1,3-dioxoisoindolin-2-yl)-1-hydroxycyclopentyl)methyl)-1-(4-fluorophenyl)-3,4-dihydroisoquinoline-2(1H)-carboxamide